NC1=C2N=CN=C2N(C=N1)C1CCC(C1O)O 5-(6-amino-3H-purin-3-yl)-1,2-cyclopentanediol